N[C@H](C(=O)N[C@H](C(=O)NC1=CC=C(C=C1)CO)C)C(C)C (S)-2-amino-N-((S)-1-((4-(hydroxymethyl)phenyl)amino)-1-oxopropan-2-yl)-3-methylbutanamide